2-Fluoro-5-(prop-1-yn-1-yl)aniline FC1=C(N)C=C(C=C1)C#CC